2-(2-fluoro-4-methylphenyl)-N-(furan-2-ylmethyl)-5-(1H-pyrrolo[2,3-b]pyridin-4-yl)-1H-pyrrole-3-carboxamide FC1=C(C=CC(=C1)C)C=1NC(=CC1C(=O)NCC=1OC=CC1)C1=C2C(=NC=C1)NC=C2